[3-[3-(2,3-dichloropyridin-4-yl)-1H-pyrazolo[3,4-b]pyrazin-6-yl]-7-(5-methyl-1,2-oxazol-3-yl)-3-azabicyclo[4.1.0]heptan-7-yl]methanamine ClC1=NC=CC(=C1Cl)C1=NNC2=NC(=CN=C21)N2CC1C(C1CC2)(C2=NOC(=C2)C)CN